N-(5,6-difluoro-1H-indol-3-yl)-6-(trifluoromethyl)quinolin-2-amine FC=1C=C2C(=CNC2=CC1F)NC1=NC2=CC=C(C=C2C=C1)C(F)(F)F